CC=1C(=CC=2C(CC(C(C2C1)(C)C)C)(C)C)C(C)=O 1-(5,6,7,8-tetrahydro-3,5,5,6,8,8-hexamethyl-2-naphthyl)-ethanone